3-(6-(Bromomethyl)-4-fluoropyridazin-3-yl)piperidine-2,6-dione BrCC1=CC(=C(N=N1)C1C(NC(CC1)=O)=O)F